1-(tert-Butyl) 2-methyl (4R)-4-((tert-butyldimethylsilyl)oxy)-2-(2-(chloromethyl)allyl)pyrrolidine-1,2-dicarboxylate [Si](C)(C)(C(C)(C)C)O[C@@H]1CC(N(C1)C(=O)OC(C)(C)C)(C(=O)OC)CC(=C)CCl